C(#C)C1=CC=C(C=C1)C(=C(C1=CC=CC=C1)C1=CC=C(C=C1)C#C)C1=CC=CC=C1 1,2-Bis(4-ethynylphenyl)-1,2-diphenylethylene